1,1,1-trifluoro-3,3-dimethylbutan-2-yl (3R)-4-[6-(2-ethoxyphenyl)-2-{[(3R)-pyrrolidin-3-yl]carbamoyl}pyridin-3-yl]-3-ethylpiperazine-1-carboxylate C(C)OC1=C(C=CC=C1)C1=CC=C(C(=N1)C(N[C@H]1CNCC1)=O)N1[C@@H](CN(CC1)C(=O)OC(C(F)(F)F)C(C)(C)C)CC